3-(quinolin-5-yloxy)propan-2-yl-3-((2-(((bicyclo[6.1.0]non-4-yn-9-ylmethoxy)carbonyl)amino)ethyl)disulfaneyl)propanoate N1=CC=CC2=C(C=CC=C12)OCC(C)OC(CCSSCCNC(=O)OCC1C2CCC#CCCC12)=O